N-((S)-(4,4-difluorocyclohexyl)(5-(((S)-2-oxo-4-(trifluoromethyl)imidazolidin-1-yl)methyl)benzo[d]oxazol-2-yl)methyl)-1-methyl-1H-pyrazole-5-carboxamide FC1(CCC(CC1)[C@H](NC(=O)C1=CC=NN1C)C=1OC2=C(N1)C=C(C=C2)CN2C(N[C@@H](C2)C(F)(F)F)=O)F